[CH2]CCCCCCCCCCCCCC[CH2] 1λ3,16λ3-hexadecane